C1=CC=CC=2C(C3=CC4=CC=CC=C4C=C3C(C12)=O)=O 5,12-naphthacenequinone